(3-chloro-5-(trifluoromethyl)phenyl)isoxazolidine methyl-(1r,4r)-4-(aminomethyl)cyclohexane-1-carboxylate hydrochloride Cl.COC(=O)C1CCC(CC1)CN.ClC=1C=C(C=C(C1)C(F)(F)F)N1OCCC1